2-((S)-1-(4-fluorophenyl)-3,4-dihydroisoquinolin-2(1H)-yl)-4-(pyrrolidin-3-yl)-4,5-dihydrooxazole FC1=CC=C(C=C1)[C@@H]1N(CCC2=CC=CC=C12)C=1OCC(N1)C1CNCC1